5-(2-(trifluoromethyl)pyridin-4-yl)isochroman FC(C1=NC=CC(=C1)C1=C2CCOCC2=CC=C1)(F)F